3-[(5-chloro-4-methyl-2-propan-2-ylphenoxy)methyl]-1H-pyridazin-6-one ClC=1C(=CC(=C(OCC2=NNC(C=C2)=O)C1)C(C)C)C